C1(=CC=CC=C1)C1=CC(OC12CCCCC2)=O 4-phenyl-2-oxo-1-oxaspiro[4.5]-dec-3-ene